N-(3-chloro-5-(methylsulfonyl)phenyl)-4-(5-(4,4-difluoropiperidin-1-yl)-3-methylpyridin-2-yl)-5-methylthiophene-2-carboxamide ClC=1C=C(C=C(C1)S(=O)(=O)C)NC(=O)C=1SC(=C(C1)C1=NC=C(C=C1C)N1CCC(CC1)(F)F)C